(R)-N-((S)-2-(6-amino-5-((2-amino-3-chloropyridin-4-yl)thio)pyrazin-2-yl)-2,3,4,5-tetrahydro-1H-benzo[c]azepin-5-yl)-2-methylpropan-2-sulfinamide NC1=C(N=CC(=N1)N1CC2=C([C@H](CC1)N[S@](=O)C(C)(C)C)C=CC=C2)SC2=C(C(=NC=C2)N)Cl